NC=1C=CC(=C(C1)O)C1=NN=NN1 5-amino-2-(1H-1,2,3,4-tetrazol-5-yl)phenol